Water Sodium Azide [N-]=[N+]=[N-].[Na+].O